isopropyl 2-((5-acrylamido-4-(4-cyclopropyl-piperazin-1-yl)-2-methoxyphenyl)amino)-4-(3,3-dimethyl-5-(prop-1-yn-1-yl)-2,3-dihydro-1H-pyrrolo[3,2-b]pyridin-1-yl)pyrimidine-5-carboxylate C(C=C)(=O)NC=1C(=CC(=C(C1)NC1=NC=C(C(=N1)N1CC(C2=NC(=CC=C21)C#CC)(C)C)C(=O)OC(C)C)OC)N2CCN(CC2)C2CC2